C(C)C(C(=O)O)C1=CC=C(C=C1)NC(C)=O.C(C)(=O)NC1=CC=C(C=C1)CC(=O)OCC Ethyl 2-(4-acetamidophenyl)acetate {ethyl 2-(4-acetamidophenyl) acetate}